(R,E)-3-(5-(4-(4-(2-(4-(1-(4-hydroxyphenyl)-2-phenylbut-1-en-1-yl)phenoxy)ethyl)piperazine-1-carbonyl)piperazin-1-yl)-1-oxoisoindolin-2-yl)piperidine-2,6-dione OC1=CC=C(C=C1)/C(=C(/CC)\C1=CC=CC=C1)/C1=CC=C(OCCN2CCN(CC2)C(=O)N2CCN(CC2)C=2C=C3CN(C(C3=CC2)=O)[C@H]2C(NC(CC2)=O)=O)C=C1